COCC1=CC(=NO1)C1=NNC=N1 3-(5-(methoxymethyl)isoxazol-3-yl)-[1,2,4]triazol